2-(6-Chloro-benzothiazol-2-ylamino)-1-methyl-1H-benzoimidazole-5-carboxylic acid [2-(1,1-dioxo-thiomorpholin-4-yl)-2-oxo-ethyl]-amide O=S1(CCN(CC1)C(CNC(=O)C1=CC2=C(N(C(=N2)NC=2SC3=C(N2)C=CC(=C3)Cl)C)C=C1)=O)=O